isobutyl 2-((isopropyl(isobutoxycarbonyl)amino)(phenyl)methyl)-5-chlorobenzoate C(C)(C)N(C(=O)OCC(C)C)C(C1=C(C(=O)OCC(C)C)C=C(C=C1)Cl)C1=CC=CC=C1